2-(5-bromo-2-fluorophenyl)propan-2-ol BrC=1C=CC(=C(C1)C(C)(C)O)F